C(N)(=N)N1CCC(=CC1)C1=CC=C(C(=O)NC2=C(C=C(C(=C2)F)C=2CCN(CC2)C(N)=N)C)C=C1 4-(1-carbamimidoyl-1,2,3,6-tetrahydro-pyridin-4-yl)-N-[4-(1-carbamimidoyl-1,2,3,6-tetrahydro-pyridin-4-yl)-5-fluoro-2-methyl-phenyl]-benzamide